B(O)(O)C1=C(C(=O)O)C(=CC=C1)OC 2-BORONO-6-METHOXYBENZOIC ACID